C(C1=CC=CC=C1)OC1=C(C(=C(C=C1F)C(C=[N+]=[N-])=O)I)F 1-(4-(benzyloxy)-3,5-difluoro-2-iodophenyl)-2-diazoethanone